2-methylenetetrahydro-1H-pyrrolizin-7a(5H)-ylmethanol C=C1CC2(CCCN2C1)CO